2-(3,5-dichlorophenyl)-2-methyl-4-acetoxy-5-amino-3(2H)-furanone ClC=1C=C(C=C(C1)Cl)C1(OC(=C(C1=O)OC(C)=O)N)C